(3-(5-fluoropyridin-2-yl)-1-(2-methoxyethyl)-1H-pyrazol-4-yl)-6-methyl-1H-Pyrazolo[3,4-b]Pyridine FC=1C=CC(=NC1)C1=NN(C=C1N1N=CC=2C1=NC(=CC2)C)CCOC